N1[C@@H](CCC1)C(=O)O.O1CCOC2=C1C=CC(=C2)CC=2C=C(C=CC2CC)[C@@H]2O[C@@H]([C@H]([C@@H]([C@H]2O)O)O)CO (2S,3R,4R,5S,6R)-2-[3-(2,3-dihydro-benzo[1,4]dioxin-6-ylmethyl)-4-ethyl-phenyl]-6-hydroxymethyl-tetrahydropyran-3,4,5-triol L-proline salt